C(C1=CC=CC=C1)N1C(C=2C=CCCC2C1(O)CCCC)=O 2-benzyl-3-butyl-3-hydroxy-2,3,4,5-tetrahydro-1H-isoindol-1-one